(S)-2-methyl-N-(6-(5-methyl-1,2,4-oxadiazol-3-yl)-2,3-dihydrobenzofuran-3-yl)-2H-tetrazole-5-carboxamide CN1N=C(N=N1)C(=O)N[C@@H]1COC2=C1C=CC(=C2)C2=NOC(=N2)C